5-methyl-1-(tetrahydro-2H-pyran-4-yl)-6-(4-(4,4,5,5-tetramethyl-1,3,2-dioxaborolan-2-yl)benzyl)-1,5-dihydro-4H-pyrazolo[3,4-d]Pyrimidin-4-one CN1C(=NC2=C(C1=O)C=NN2C2CCOCC2)CC2=CC=C(C=C2)B2OC(C(O2)(C)C)(C)C